ClC1=C2C=NN(C2=C(C=C1)C(=O)NC1CC2(CC(C2)C(=O)O)C1)CC1=CC2=CC=CC=C2C=C1 (Ra)-6-(4-chloro-1-(naphthalen-2-ylmethyl)-1H-indazole-7-carboxamido)spiro[3.3]heptane-2-carboxylic acid